C(=O)C1=NC2=CC=C(C=C2C(=C1)C1=CC2=CC=CC=C2C=C1)C(=O)OC(C)(C)C tert-butyl 2-formyl-4-(naphthalen-2-yl)quinoline-6-carboxylate